3-[3-(3-hydroxy-4H-pyrazol-4-yl)propyl]-1-(4-methoxyphenyl)thiourea OC1=NN=CC1CCCNC(NC1=CC=C(C=C1)OC)=S